3-(5-methyl-1H-1,2,4-triazol-3-yl)propan-1-one CC1=NC(=NN1)CCC=O